1-(6-methoxy-5-nitropyridin-2-yl)-N1,N2,N2-trimethylethane-1,2-diamine COC1=C(C=CC(=N1)C(CN(C)C)NC)[N+](=O)[O-]